Cl.COC(C(C(CP(=O)(C1=CC=C(C=C1)C1=CC=CC=C1)C1=CC=C(C=C1)C1=CC=CC=C1)N)C)=O 3-amino-4-(bis([1,1'-biphenyl]-4-yl)phosphoryl)-2-methylbutanoic acid methyl ester hydrochloride